2'-chloro-N-(5-[3,8-diazabicyclo[3.2.1]octan-3-yl]-[1,3]thiazolo[5,4-d]pyrimidin-2-yl)-5'-methoxy-6-methyl-[4,4'-bipyridine]-3-carboxamide ClC1=NC=C(C(=C1)C1=C(C=NC(=C1)C)C(=O)NC=1SC=2N=C(N=CC2N1)N1CC2CCC(C1)N2)OC